3-hydroxy-1-phenethylindol-2-one OC1C(N(C2=CC=CC=C12)CCC1=CC=CC=C1)=O